N-(3-bromophenyl)-5,5,8,8-tetramethyl-N-(5,5,8,8-tetramethyl-5,6,7,8-tetrahydronaphthalen-2-yl)-5,6,7,8-tetrahydronaphthalen-2-amine BrC=1C=C(C=CC1)N(C1=CC=2C(CCC(C2C=C1)(C)C)(C)C)C1=CC=2C(CCC(C2C=C1)(C)C)(C)C